ClC1=C(C(=CC=C1Cl)O)[C@@H]1CC2=C(N=CN(C2=O)[C@H]2CNCC2)C1 (R)-6-(2,3-dichloro-6-hydroxyphenyl)-3-((R)-pyrrolidin-3-yl)-3,5,6,7-tetrahydro-4H-cyclopenta[d]pyrimidin-4-one